C(C)OC(=O)C1=CN(C(=CC1=O)C1=C(C=C(C(=C1)OC)OC)Br)C(C=C)C(C)C 6-(2-bromo-4,5-dimethoxyphenyl)-1-(4-methylpent-1-en-3-yl)-4-oxo-1,4-dihydropyridine-3-carboxylic acid ethyl ester